C(CCCC=CCC=CCC=CCC=CCC=CCC)(=O)O 5,8,11,14,17-eicospentaenoic acid